CS(=O)(=O)C1=CC=C(CN)C=C1 4-methylsulphonylbenzylamine